FC(C=1C=C(C=C(C1)C(F)(F)F)C1=NN(C=N1)\C=C/C(=O)NN1C(CN(CC1)C)=O)(F)F (Z)-3-(3-(3,5-bis(trifluoromethyl)phenyl)-1H-1,2,4-triazol-1-yl)-N-(4-methyl-2-oxopiperazin-1-yl)acrylamide